2,2,2-trifluoro-N-(4-(1-(1-(4-methylbenzyl)-2-oxopyrrolidin-3-yl)piperidin-4-yl)phenyl)acetamide FC(C(=O)NC1=CC=C(C=C1)C1CCN(CC1)C1C(N(CC1)CC1=CC=C(C=C1)C)=O)(F)F